4-amino-1-((2R,4R,5R)-5-(((tert-butyldimethylsilyl)oxy)methyl)-3,3-difluoro-4-((4-methoxyphenyl)diphenylmethoxy)-5-methyltetrahydrofuran-2-yl)pyrimidin-2(1H)-one NC1=NC(N(C=C1)[C@@H]1O[C@]([C@H](C1(F)F)OC(C1=CC=CC=C1)(C1=CC=CC=C1)C1=CC=C(C=C1)OC)(C)CO[Si](C)(C)C(C)(C)C)=O